3-(Hydroxymethyl)-1-(tetrahydro-2H-pyran-2-yl)-1H-pyrazole-5-carboxylic acid ethyl ester C(C)OC(=O)C1=CC(=NN1C1OCCCC1)CO